O=C1NC(CCC1C1=C(C=C(CN2CCC(CC2)NC(C2=C(C=C(C(=C2)OC)NC2=NC=C(C(=N2)OC2=C3C(N(CC3=CC=C2)C)=O)C(F)(F)F)F)=O)C=C1)F)=O N-(1-(4-(2,6-dioxopiperidin-3-yl)-3-fluorobenzyl)piperidin-4-yl)-2-fluoro-5-methoxy-4-((4-((2-methyl-3-oxoisoindolin-4-yl)oxy)-5-(trifluoromethyl)pyrimidin-2-yl)amino)benzamide